5-methyl-1H-indol-3-carbonitril CC=1C=C2C(=CNC2=CC1)C#N